(S)-N-(5-(2-(2-aminopyridin-3-yl)-5-(1H-pyrazol-1-yl)-3H-imidazo[4,5-b]pyridin-3-yl)-2,3-dihydro-1H-inden-1-yl)-4-methylnicotinamide NC1=NC=CC=C1C1=NC=2C(=NC(=CC2)N2N=CC=C2)N1C=1C=C2CC[C@@H](C2=CC1)NC(C1=CN=CC=C1C)=O